NCC1=[N+](C=CC(=C1)C(=O)N1C(CN(CC1)C(C)C(NC1=NC=C(C=C1)OC1=CC=C(C=C1)F)=O)(C)C)[O-] 2-(aminomethyl)-4-[4-(1-{[5-(4-fluorophenoxy)pyridin-2-yl] carbamoyl}ethyl)-2,2-dimethylpiperazine-1-carbonyl]pyridin-1-ium-1-olate